CC1OC(CN(C1)C1=CC(=C(C(=O)OC)C=C1)OC)C methyl 4-(2,6-dimethylmorpholino)-2-methoxybenzoate